2-((S)-3-((S)-sec-butyl)-7-chloro-2-oxo-5-phenyl-2,3-dihydro-1H-benzo[e][1,4]diazepin-1-yl)-N-(thiophen-2-ylsulfonyl)acetamide [C@H](C)(CC)[C@@H]1N=C(C2=C(N(C1=O)CC(=O)NS(=O)(=O)C=1SC=CC1)C=CC(=C2)Cl)C2=CC=CC=C2